(tetramethylcyclopentadienyl)zirconium CC=1C(=C(C(C1)(C)[Zr])C)C